4-methoxybicyclo[2.2.2]oct-2-ene-1-carboxylic acid COC12C=CC(CC1)(CC2)C(=O)O